C(#N)C=1C=NN2C1C(=CC(=C2)C=2C=NN(C2)[C@@H]2CN(CCC2)C(=O)OC(C)(C)C)S[C@H](C)C2=C(C=CC=C2Cl)Cl t-Butyl (3S)-3-[4-[3-cyano-4-[(1R)-1-(2,6-dichlorophenyl)ethyl]sulfanyl-pyrazolo[1,5-a]pyridin-6-yl]pyrazol-1-yl]piperidine-1-carboxylate